NC1=C(C(=NN1C1CN(C2(CC2)CC1)C(C#CC)=O)C1=CC=C(C=C1)OC1=CC=CC=C1)C(=O)N 5-amino-1-(4-(2-butynoyl)-4-azaspiro[2.5]oct-6-yl)-3-(4-phenoxyphenyl)-1H-pyrazole-4-carboxamide